silicon hydroxyl-(silanol) O[SiH2]O.[Si]